Methyl (2-((trans-4-((3-(2-cyclopropylthiazol-5-yl)phenyl)((trans-4-(4-methoxy-3-methylphenyl)cyclohexyl)methyl)carbamoyl)-cyclohexyl)amino)-2-oxoethyl)carbamate C1(CC1)C=1SC(=CN1)C=1C=C(C=CC1)N(C(=O)[C@@H]1CC[C@H](CC1)NC(CNC(OC)=O)=O)C[C@@H]1CC[C@H](CC1)C1=CC(=C(C=C1)OC)C